N=1ON=C2C1C=CC(=C2)COC2=C(CN[C@H](CO)C(=O)O)C=C(C(=C2)OCC=2C(=C(C=CC2)C2=CC(=CC=C2)OCCO)F)Cl (2-(benzo[c][1,2,5]oxadiazol-5-ylmethoxy)-5-chloro-4-((2-fluoro-3'-(2-hydroxyethoxy)-[1,1'-biphenyl]-3-yl)methoxy)benzyl)-D-serine